C(N)(=O)C1CCC(CC1)N1C2=NC(=NC=C2N=C1NC1=C(C=CC=C1F)F)N[C@@H]1[C@@H](CN(CC1)C(=O)OC(C)(C)C)F (3R,4S)-tert-butyl 4-(9-((1s,4R)-4-carbamoylcyclohexyl)-8-(2,6-difluorophenylamino)-9H-purin-2-ylamino)-3-fluoropiperidine-1-carboxylate